(R)-methyl 2,2-dimethyl-4-((triisopropylsilyl) ethynyl)-1,3-dioxocyclopentane-4-carboxylate CC1(C(C[C@@](C1=O)(C(=O)OC)C#C[Si](C(C)C)(C(C)C)C(C)C)=O)C